NC1=C(NCCC(C(=O)O)NC(=O)OCC2=CC=CC=C2)C(=CC=C1)Br 4-(2-amino-6-bromo-anilino)-2-(benzyloxycarbonylamino)butanoic acid